NC1=C(C=C(C=N1)NC(C(=O)N1[C@H](CC[C@@H](C1)C)C1CC2(CC(C2)C(=O)N)C1)=O)C 6-[(2R,5S)-1-[2-[(6-amino-5-methyl-3-pyridyl)amino]-2-oxo-acetyl]-5-methyl-2-piperidyl]spiro[3.3]heptane-2-carboxamide